F.FP(F)(F)(F)F pentafluoro-lambda5-phosphane hydrofluoride